6-(3-(3,4-dihydroisoquinolin-2(1H)-yl)-4-hydroxypyrrolidine-1-carbonyl)pyrimidine C1N(CCC2=CC=CC=C12)C1CN(CC1O)C(=O)C1=CC=NC=N1